6-Chloro-2-oxo-1,2-dihydropyridine-4-carboxylic acid ClC1=CC(=CC(N1)=O)C(=O)O